CC1=C(OC2=C1C=C(C=C2)S(NC2=C(C=CC=C2)N2CCN(CC2)C(C2=CC=C(C=C2)C)=O)(=O)=O)C(=O)O 3-methyl-5-(N-(2-(4-(4-methylbenzoyl)piperazin-1-yl)phenyl)sulfamoyl)benzofuran-2-carboxylic acid